2-((1r,4r)-4-((benzyloxy)methyl)cyclohexyl)-6-isopropoxy-2H-indazole-5-carboxylic acid C(C1=CC=CC=C1)OCC1CCC(CC1)N1N=C2C=C(C(=CC2=C1)C(=O)O)OC(C)C